F[C@@H]1CN(CC[C@@H]1O)C1=NC=CC(=N1)NC=1N=CC2=C(C=CC(=C2C1)C(C)C)N1[C@@H]([C@H](C1)C[S@@](=O)C)C (3R,4S)-3-fluoro-1-(4-((5-isopropyl-8-((2R,3S)-2-methyl-3-(((S)-methyl-Sulfinyl)methyl)azetidin-1-yl)isoquinolin-3-yl)amino)pyrimidin-2-yl)piperidin-4-ol